IC=1C=C(N(CC)CC)C=CC1 3-iodo-N,N-diethylaniline